2-((5-chloro-6-hydroxypyridin-3-yl)methyl)-6-(2-(2,2,2-trifluoroethoxy)pyrimidin-5-yl)pyridazin-3(2H)-one ClC=1C=C(C=NC1O)CN1N=C(C=CC1=O)C=1C=NC(=NC1)OCC(F)(F)F